[C@@H]12CN(C[C@@H](O1)C2)CC2=CC(=NC=N2)C=2C(=CC(=NC2)NC(C)=O)NC2=NC(=NC(=C2)CC)C(C)(F)F N-(5-(6-(((1R,5S)-6-oxa-3-azabicyclo[3.1.1]heptan-3-yl)methyl)pyrimidin-4-yl)-4-((2-(1,1-difluoroethyl)-6-ethylpyrimidin-4-yl)amino)pyridin-2-yl)acetamide